N1,N1'-((5-((2-ethylhexyl)oxy)-1,3-phenylene)bis(methylene))bis(N3-(3-aminopropyl)propane-1,3-diamine), hydrochloride salt Cl.C(C)C(COC=1C=C(C=C(C1)CNCCCNCCCN)CNCCCNCCCN)CCCC